16-Methyl-stearic acid CC(CCCCCCCCCCCCCCC(=O)O)CC